2-Methyl-5-(2-(2-methylpyridin-4-yl)imidazo[1,2-a]pyrimidin-3-yl)benzo[d]oxazole CC=1OC2=C(N1)C=C(C=C2)C2=C(N=C1N2C=CC=N1)C1=CC(=NC=C1)C